NC=1C=C2CCC(NC2=NC1)=O 6-amino-3,4-dihydro-1H-1,8-naphthyridin-2-one